CC1=CN=C(S1)C=1C=C(C(=O)O)C=C(C1)OCC1CCOCC1 3-(5-Methylthiazol-2-yl)-5-((tetrahydro-2H-pyran-4-yl)methoxy)benzoic acid